[Si](C)(C)(C(C)(C)C)OCC1=NN(C(=C1)N)C1COCC1 3-(((tert-butyldimethylsilyl)oxy)methyl)-1-(tetrahydrofuran-3-yl)-1H-pyrazol-5-amine